ClC1=CC2=C(C(=NO2)N2C(N3[C@H](C2)C([C@@H](C3)NS(=O)(=O)C)(F)F)=O)C(=C1)C1=C(C=C(C=C1F)F)F N-{(6R,7aR)-2-[6-chloro-4-(2,4,6-trifluorophenyl)-1,2-benzoxazol-3-yl]-7,7-difluoro-3-oxohexahydro-1H-pyrrolo[1,2-c]imidazol-6-yl}methanesulfonamide